3-ethyl-indol C(C)C1=CNC2=CC=CC=C12